2-ethenyl-4-[2-(4-phenoxyphenyl)piperidin-1-yl]pyrimidine C(=C)C1=NC=CC(=N1)N1C(CCCC1)C1=CC=C(C=C1)OC1=CC=CC=C1